(S)-1-(2-(5-chloro-[1,1'-biphenyl]-3-yl)-4-(methylsulfonyl)piperazin-1-yl)but-2-yn-1-one ClC=1C=C(C=C(C1)C1=CC=CC=C1)[C@@H]1N(CCN(C1)S(=O)(=O)C)C(C#CC)=O